COC1=C(C=CC=C1)NS(=O)(=O)C1=CC=C(C(=O)NC2=CC(=CC=C2)NS(=O)(=O)C)C=C1 4-(N-(2-methoxyphenyl)sulfamoyl)-N-(3-(methylsulfonamido)phenyl)benzamide